ClC=1C(=CC(=C(CN2[C@@H](CN(CC2)C)C(=O)O)C1)C)\C=C\C=1C(=C(C=CC1)C1=CC=CC=C1)C#N (S,E)-1-(5-Chloro-4-(2-(2-cyano-[1,1'-biphenyl]-3-yl)vinyl)-2-methylbenzyl)-4-Methylpiperazine-2-carboxylic acid